CN(N)C(=O)C1(CC1)C N,1-dimethylcyclopropanecarbohydrazide